Cl.Cl.C(C)(=O)C1=CC2=C(O1)C(=C1C=CC=CC1=C2OC(=O)OCCCCNCC(=O)O)OC(=O)OCCCCNCC(=O)O ((((2-Acetylnaphtho[2,3-b]furan-4,9-diyl)bis(oxy)bis(carbonyl))bis(oxy))bis(butane-4,1-diyl))bis(azanediyl)diacetic Acid dihydrochloride